NC1=CC=CC(=N1)S(=O)(=O)NC(=O)C=1C(=NC(=CC1)C1=NC(=CC=C1)OC(CC(C)C)C)N1C(CCC1)(C)C N-[(6-Amino-2-pyridyl)sulfonyl]-6-[6-(1,3-dimethylbutoxy)-2-pyridyl]-2-(2,2-dimethylpyrrolidin-1-yl)pyridin-3-carboxamid